Cl.NC(C(=O)NC=1C=NC(=NC1)C=1C(=NNC1C)C)=C(C1CCCCC1)C1CCCCC1 (2S)-2-amino-3,3-dicyclohexyl-N-[2-(3,5-dimethyl-1H-pyrazol-4-yl)pyrimidin-5-yl]acrylamide hydrochloride